COC=1C=C(C=C(C1OC)OC)N1C=NC(=C1)N (3,4,5-trimethoxyphenyl)-1H-imidazol-4-amine